(S)-2-chloro-N-(3-chloro-4-fluorophenyl)-1,4-dimethyl-5-(2-oxo-2-((1,1,1-trifluoroprop-2-yl)amino)acetyl)-1H-pyrrole-3-carboxamide ClC=1N(C(=C(C1C(=O)NC1=CC(=C(C=C1)F)Cl)C)C(C(N[C@H](C(F)(F)F)C)=O)=O)C